C(C)(C)(C)OC(=O)[C@@H]1N(CCCC1)C1CCNCC1 r-[(tert-butoxy)carbonyl]-[1,4'-bipiperidine]